C1N(C[C@@H]2[C@H]1CNC2)CC2=CC(=C(C=N2)CN2N=CC=1N=C(N=C(C12)N[C@H](CCO)CCC)N)OC (3S)-3-({1-[(6-{[(3aR,6aS)-octa-hydropyrrolo[3,4-c]pyrrol-2-yl]methyl}-4-methoxypyridin-3-yl)methyl]-5-amino-1H-pyrazolo[4,3-d]pyrimidin-7-yl}amino)hexan-1-ol